((((R)-tetrahydrofuran-2-yl)methoxy)pyrido[4,3-d]pyrimidin-4-yl)piperidin-3-ol O1[C@H](CCC1)COC=1N=C(C2=C(N1)C=CN=C2)N2CC(CCC2)O